N1=C(C=CC=C1)C1CN2C(N=CC3=CC(=CC(=C23)SC1)C(F)(F)F)=O 3-(pyridin-2-yl)-10-(trifluoromethyl)-3,4-dihydro-2H,6H-[1,4]thiazepino[2,3,4-ij]quinazolin-6-one